trans-4-((5-(Imidazo[1,2-a]pyridin-6-yl)-4-methoxy-7H-pyrrolo[2,3-d]pyrimidin-2-yl)amino)-1-methylcyclohexan-1-ol N=1C=CN2C1C=CC(=C2)C2=CNC=1N=C(N=C(C12)OC)NC1CCC(CC1)(O)C